NC(C#N)CC=1OC2=C(C1)C=C(C=C2)C=2C=CC1=C(N(C(O1)=O)C)C2 2-amino-3-[5-(3-methyl-2-oxo-1,3-benzoxazol-5-yl)-1-benzofuran-2-yl]propanenitrile